[Na].[K].[Al] aluminum-potassium-sodium salt